Cl.ClC1=CC=C(C=C1)NC1N(C(=NC(=N1)N)N1CCOCC1)C1=CC=C(C=C1)Cl N,N1-Bis-(4-chlorophenyl)-6-morpholine-4-yl-[1,3,5]triazine-2,4-diamine hydrochloride